NC1=NC=2C=C(C(=CC2C=2N1N=C(N2)[C@H]2CN(CCC2)C=2C=NN(C2)CCC[C@H](C)O)F)OC |o1:28| (S or R)-5-(4-((R)-3-(5-amino-9-fluoro-8-methoxy-[1,2,4]triazolo[1,5-c]quinazolin-2-yl)piperidin-1-yl)-1H-pyrazol-1-yl)pentan-2-ol